C(C)S(=O)(=O)C1=CC=C(O1)C(=O)OC methyl 5-ethylsulfonylfuran-2-carboxylate